1-(3-(1-(2-(2,6-dioxopiperidin-3-yl)-1,3-dioxoisoindolin-4-yl)piperidin-4-yl)propyl)-N4-(2-(((S)-2-methylpyrrolidin-1-yl)methyl)-1H-benzo[d]imidazol-5-yl)terephthalamide O=C1NC(CCC1N1C(C2=CC=CC(=C2C1=O)N1CCC(CC1)CCCC1(C(=O)N)CC=C(C(=O)NC2=CC3=C(NC(=N3)CN3[C@H](CCC3)C)C=C2)C=C1)=O)=O